ClC=1C=C(C=CC1)C(C(C(C)C)N(C([O-])=O)[C@H](C(N[C@H](C=O)C[C@H]1C(NCC1)=O)=O)CC1=CC=CC=C1)(F)F 1-(3-chlorophenyl)-1,1-difluoro-3-methylbutan-2-yl((S)-1-oxo-1-(((S)-1-oxo-3-((S)-2-oxopyrrolidin-3-yl)propan-2-yl)amino)-3-phenylpropan-2-yl)carbamate